F[C@H]1[C@@H]2CCC[C@H](C[C@H]1O)N2C(=O)OCCCC butyl (1S,2S,3R,5R)-2-fluoro-3-hydroxy-9-azabicyclo[3.3.1]nonane-9-carboxylate